spiro(2.4)hept-5-ene C1CC12CC=CC2